C(C)N1C(NC2=CC(=CC(=C2C1=O)F)CN1CCN(CC1)C=1C=CC(=NC1C)C(=O)NC)=O 5-(4-((3-ethyl-5-fluoro-2,4-dioxo-1,2,3,4-tetrahydroquinazolin-7-yl)methyl)piperazin-1-yl)-N,6-dimethylpyridinecarboxamide